C1(=CC=CC=C1)P(=O)(C1=CC=CC=C1)C1=NC=CC=C1[O-].[Li+] lithium 2-(diphenyl-phosphoryl)pyridin-3-olate